7-fluoro-2-[(4R)-5-methoxy-4-[[6-oxo-5-(trifluoromethyl)-1-(2-trimethylsilylethoxymethyl)pyridazin-4-yl]amino]pentyl]-6-[5-(trifluoromethyl)pyrimidin-2-yl]isoquinolin-1-one FC1=C(C=C2C=CN(C(C2=C1)=O)CCC[C@H](COC)NC=1C=NN(C(C1C(F)(F)F)=O)COCC[Si](C)(C)C)C1=NC=C(C=N1)C(F)(F)F